OCCS(=O)(=O)NC1=CC(=C(C(=O)NC=2C(N(C=CC2)N2CCN(CC2)S(=O)(=O)C)=O)C=C1)N1CCC2(CC2)CC1 4-((2-hydroxyethyl)sulfonamido)-N-(1-(4-(methylsulfonyl)piperazin-1-yl)-2-oxo-1,2-dihydropyridin-3-yl)-2-(6-azaspiro[2.5]octan-6-yl)benzamide